ClC1=CC=C(C=C1)C1=NCC=2N(C3=C1C(=C(S3)C#CC=3N=NN(C3)CCCCCC3=C1CN(C(C1=CC=C3)=O)C3C(NC(CC3)=O)=O)C)C(=NN2)C 3-(4-(5-(4-((4-(4-chlorophenyl)-3,9-dimethyl-6H-thieno[3,2-f][1,2,4]triazolo[4,3-a][1,4]diazepin-2-yl)ethynyl)-1H-1,2,3-triazol-1-yl)pentyl)-1-oxoisoindolin-2-yl)piperidine-2,6-dione